4-((1S,2S)-2-(6-chloro-3-fluoroimidazo[1,2-b]pyridazin-8-yl)cyclopropyl)-2,5-difluorobenzonitrile ClC=1C=C(C=2N(N1)C(=CN2)F)[C@@H]2[C@H](C2)C2=CC(=C(C#N)C=C2F)F